(3S,4R)-4-(4-bromo-3-methoxyphenyl)-4-((tert-butyldimethylsilyl)oxy)-3-(cyclopentyloxy)butanoic acid BrC1=C(C=C(C=C1)[C@H]([C@H](CC(=O)O)OC1CCCC1)O[Si](C)(C)C(C)(C)C)OC